C(C(=C)C)(=O)OCCCCCCOCCCCCC 6-(HEXYLOXY)HEXYL METHACRYLATE